di(tert-butyl) dicarbonate C(=O)(OC(C)(C)C)OC(=O)OC(C)(C)C